2-(1-(4-hydroxyphenyl)ethyl)isoindoline-1,3-dione OC1=CC=C(C=C1)C(C)N1C(C2=CC=CC=C2C1=O)=O